1-propyl-di-(2-hexyl)phosphine C(CC)P(C(C)CCCC)C(C)CCCC